OC1(CC(=NO1)C1=CC=C(CC2=CC=C(S2)C#N)C=C1)C(F)(F)F 5-{4-[5-hydroxy-5-(trifluoromethyl)-4,5-dihydro-1,2-oxazol-3-yl]benzyl}thiophene-2-carbonitrile